C(C)OC(=O)C1=C(N=C(S1)NC1=NC(=CC(=N1)N1CCN(CC1)C)N1CC(CC1)NC(C)=O)C 2-[[4-[4-methylpiperazin-1-yl]-6-[3-(acetylamino)-1-pyrrolidinyl]-2-pyrimidinyl]amino]-4-methyl-5-thiazolecarboxylic acid ethyl ester